N-((5-chloro-8-hydroxy-3-methyl-1-oxo-7-isochroman-yl)carbonyl)-leucine ClC1=C2CC(OC(C2=C(C(=C1)C(=O)N[C@@H](CC(C)C)C(=O)O)O)=O)C